C(C)OC(C[C@@H](C=1SC=C(C1)C1=C(C=C(C=C1)F)F)N)=O (S)-3-amino-3-(4-(2,4-difluorophenyl)thiophen-2-yl)propanoic acid ethyl ester